3,5-difluoro-2-(2-trimethylsilylethynyl)phenol FC=1C(=C(C=C(C1)F)O)C#C[Si](C)(C)C